2,2-dimethyl-3-phenylpropionitrile CC(C#N)(CC1=CC=CC=C1)C